1-chloro-4-(4-methylthiophene-2-yl)phthalazine ethyl-5-formyl-2-methylbenzofuran-3-carboxylate C(C)OC(=O)C1=C(OC2=C1C=C(C=C2)C=O)C.ClC2=NN=C(C1=CC=CC=C21)C=2SC=C(C2)C